3-(4-(((1s,4s)-4-aminocyclohexyl)(pentyl)amino)-1-oxoisoindolin-2-yl)piperidine-2,6-dione NC1CCC(CC1)N(C1=C2CN(C(C2=CC=C1)=O)C1C(NC(CC1)=O)=O)CCCCC